N-[(2S)-4-[4-(tert-butoxycarbonyl)phenoxy]-2-fluoro-3-oxo-butyl]carbamic acid tert-butyl ester C(C)(C)(C)OC(NC[C@@H](C(COC1=CC=C(C=C1)C(=O)OC(C)(C)C)=O)F)=O